The molecule is an amino acid zwitterion obtained by transfer of a proton from the carboxy to the amino group of N-isopropyl-L-glutamine; major species at pH 7.3. It has a role as a bacterial metabolite. It is a tautomer of a N-isopropyl-L-glutamine. CC(C)NC(=O)CC[C@@H](C(=O)[O-])[NH3+]